1-octyl-3-methylimidazole chlorine salt [Cl].C(CCCCCCC)N1CN(C=C1)C